CC([C@@H](CNC(C1=CC=C(C=C1)C)=O)NC(OCC(F)(F)F)=O)C 2,2,2-trifluoroethyl N-[(2S)-3-methyl-1-[(4-methylbenzoyl)amino]butan-2-yl]carbamate